6-(4-(5-((7-(6,6-difluoro-2-azaspiro[3.3]heptan-2-yl)-4-oxo-3,4-dihydrophthalazin-1-yl)methyl)-2-fluorobenzoyl)piperazin-1-yl)nicotinonitrile FC1(CC2(CN(C2)C2=CC=C3C(NN=C(C3=C2)CC=2C=CC(=C(C(=O)N3CCN(CC3)C3=NC=C(C#N)C=C3)C2)F)=O)C1)F